CN([C@@H](C(C)C)C(=O)O)C(=O)N1C[C@@H](N(CC1)C(=O)C1[N@](C1)C(C1=CC=CC=C1)(C1=CC=CC=C1)C1=CC=CC=C1)C N-methyl-N-((S)-3-methyl-4-((S)-1-trityl-aziridine-2-carbonyl)piperazine-1-carbonyl)-L-valine